5-bromo-2,4-difluoro-benzaldehyde BrC=1C(=CC(=C(C=O)C1)F)F